2'''-((2S)-2-(4-(3-((5-aminopentyl) (tert-butoxy) phosphoryl) propyl) benzyl)-1,4,7,10-tetraazacyclododecane-1,4,7,10-tetrayl) tetraacetate C(C)(=O)ON1[C@H](CN(CCN(CCN(CC1)OC(C)=O)OC(C)=O)OC(C)=O)CC1=CC=C(C=C1)CCCP(=O)(OC(C)(C)C)CCCCCN